octyl 3-ethyl-12-hexyl-6-(2-hydroxyethyl)-10-oxo-9,11-dioxa-3,6-diazahenicosan-21-oate C(C)N(CC)CCN(CCOC(OC(CCCCCCCCC(=O)OCCCCCCCC)CCCCCC)=O)CCO